C(C)(C)(C)OC(=O)NC=1SC=C(N1)/C(/C(N[C@@H]1C(NOC1)=O)=O)=N/OC1(COC1)C(=O)OC(C)(C)C tert-butyl 3-{[(Z)-(1-{2-[(tert-butoxycarbonyl)amino]-1,3-thiazol-4-yl}-2-oxo-2-{[(4S)-3-oxo-1,2-oxazolidin-4-yl]amino}ethylidene)amino]oxy}oxetane-3-carboxylate